CC(C)N1N=CN=C1N 1-(propan-2-yl)-1h-1,2,4-triazol-5-amine